2-(2-(tert-butoxycarbonyl)-1-methylisoindolin-4-yl)-5-chlorobenzoic acid C(C)(C)(C)OC(=O)N1C(C2=CC=CC(=C2C1)C1=C(C(=O)O)C=C(C=C1)Cl)C